1-(2-(dimethylamino)ethyl)-N1-methyl-N4-(4-(7-fluoro-1H-indol-3-yl)-5-(trifluoromethyl)pyrimidin-2-yl)benzene-1,2,4-triamine CN(CCC1(C(C=C(C=C1)NC1=NC=C(C(=N1)C1=CNC2=C(C=CC=C12)F)C(F)(F)F)N)NC)C